OC1=C2C=CC(OC2=CC=C1\C=N\C1=CC=C(C=C1)NS(=O)(=O)C=1SC=CC1)(C)C (E)-N-(4-(((5-hydroxy-2,2-dimethyl-2H-chromen-6-yl)methylene)amino)phenyl)thiophene-2-sulfonamide